C(C)(C)(C)C=1C=C(N(N1)C=1C=C2C=CC=NC2=CC1)N 5-tert-butyl-2-(6-quinolyl)pyrazol-3-amine